pentaglycerol behenate C(CCCCCCCCCCCCCCCCCCCCC)(=O)O.OCC(O)CO.OCC(O)CO.OCC(O)CO.OCC(O)CO.OCC(O)CO